6-bromo-3-(difluoromethyl)-3H-imidazo[4,5-b]pyridine BrC=1C=C2C(=NC1)N(C=N2)C(F)F